2,4,7,9-Tetramethyldec-5-yne CC(C)CC(C#CC(CC(C)C)C)C